(S)-N-[(S)-4-cyano-2,3-dihydro-1H-inden-1-yl]-2-methylpropan-2-sulfinamide C(#N)C1=C2CC[C@@H](C2=CC=C1)N[S@@](=O)C(C)(C)C